5-Fluoro-4a-(3-fluorophenyl)-2,2-dimethyl-1,2,4,4a-tetrahydro-3H-pyrimido[1,2-a]quinolin-3-one FC=1C2(N(C3=CC=CC=C3C1)CC(C(N2)=O)(C)C)C2=CC(=CC=C2)F